(S)-(5-(7,7-difluoro-2-((2S,3R)-3-hydroxy-2-methylazetidin-1-yl)-6,7-dihydro-5H-cyclopenta[d]pyrimidin-4-yl)-3-fluoro-2-methoxyphenyl)(imino)(methyl)-λ6-sulfanone FC1(CCC2=C1N=C(N=C2C=2C=C(C(=C(C2)[S@@](=O)(C)=N)OC)F)N2[C@H]([C@@H](C2)O)C)F